FC1=C2C(=C(C(NC2=CC=C1F)=O)CC(=O)O)C 2-(5,6-difluoro-4-methyl-2-oxo-1,2-dihydroquinolin-3-yl)acetic acid